methyl 1-(4-((2-oxopyridin-1(2H)-yl)methyl)benzyl)-1H-1,2,3-triazole-4-carboxylate O=C1N(C=CC=C1)CC1=CC=C(CN2N=NC(=C2)C(=O)OC)C=C1